8-(1-((2S)-1-acryloyl-2-(cyanomethyl)piperidin-4-yl)-8-chloro-4-(3-(dimethylamino)-3-methylazetidin-1-yl)-6-fluoro-1H-[1,2,3]triazolo[4,5-c]quinolin-7-yl)-1-naphthonitrile C(C=C)(=O)N1[C@@H](CC(CC1)N1N=NC=2C(=NC=3C(=C(C(=CC3C21)Cl)C=2C=CC=C1C=CC=C(C21)C#N)F)N2CC(C2)(C)N(C)C)CC#N